BrC1=C2CCN(C(C2=CC(=C1)CN1C(=NC=C1)C)=O)C(C)C1=NC=C(C#N)C(=C1)OCC 6-(1-(5-bromo-7-((2-methyl-1H-imidazol-1-yl)methyl)-1-oxo-3,4-dihydroisoquinolin-2(1H)-yl)ethyl)-4-ethoxynicotinonitrile